CN1N=C2C=CC(=CC2=C1)CC(=O)OCC ethyl 2-(2-methyl-2H-indazol-5-yl)acetate